3-butylpyrrol C(CCC)C1=CNC=C1